2-(1-(1-methylcyclopropyl)-1H-pyrazol-4-yl)cyclopentane-1-ol CC1(CC1)N1N=CC(=C1)C1C(CCC1)O